CN1N=CC(=C1C)[C@@H]1N(CCCCC1)C1=NC(=NC(=C1)C)N |r| (+/-)-4-[2-(1,5-dimethylpyrazol-4-yl)azepan-1-yl]-6-methyl-pyrimidin-2-amine